OC1=CC2=C(C3=C(N(S2(=O)=O)CC(=O)NC2CCOCC2)C=CC(=C3)C(F)(F)F)C=C1 2-[3-Hydroxy-5,5-dioxido-9-(trifluoromethyl)-6H-dibenzo[c,e][1,2]thiazin-6-yl]-N-(tetrahydro-2H-pyran-4-yl)acetamide